N4-butyl-5-(2-methoxy-5-(4,4,5,5-tetramethyl-1,3,2-dioxaborolan-2-yl)benzyl)-6-methylpyrimidine-2,4-diamine C(CCC)NC1=NC(=NC(=C1CC1=C(C=CC(=C1)B1OC(C(O1)(C)C)(C)C)OC)C)N